BrC1=C(C2=C(N(N=N2)C)C(=C1)Cl)C 5-Bromo-7-chloro-1,4-dimethyl-1H-benzotriazole